S(=O)(=O)=C1N=C2C(=CC=C1)C=CC=C2 sulphonyl-benzazepine